tert-butyl (2R,4R)-4-(4-amino-1H-pyrazol-1-yl)-2-methylpiperidine-1-carboxylate NC=1C=NN(C1)[C@H]1C[C@H](N(CC1)C(=O)OC(C)(C)C)C